C(C=C)(=O)N1C[C@@H](N(CC1)C1=C(C(N(C2=NC(=C(C=C12)F)C1=C(C(=CC=C1N)Cl)F)C=1C(=NC=CC1C)C(C)C)=O)C#N)C 4-((S)-4-propenoyl-2-methylpiperazin-1-yl)-6-fluoro-7-(3-chloro-2-fluoro-6-aminophenyl)-1-(2-isopropyl-4-methylpyridin-3-yl)-2-oxo-1,2-dihydro-1,8-naphthyridine-3-carbonitrile